[Br-].C(C)(CC)N1C(C2=CC=CC(=C2C1=O)NC(CCCCCCCCCC[P+](C1=CC=C(C=C1)C)(C1=CC=C(C=C1)C)C1=CC=C(C=C1)C)=O)=O (11-((2-(sec-butyl)-1,3-dioxoisoindolin-4-yl)amino)-11-oxoundecyl)tri-p-tolylphosphonium bromide